ClC1=CC(=C(CC=2OC3=C(C2CC)C=CC(=C3)C#N)C=C1)C(F)(F)F 2-(4-chloro-2-(trifluoromethyl)benzyl)-3-ethylbenzofuran-6-carbonitrile